3-[(cyclopropylmethyl)amino]-2-fluoro-N-[4-[1,2,2,2-tetrafluoro-1-(trifluoromethyl)ethyl]-2,6-bis(trifluoromethyl)phenyl]benzamide C1(CC1)CNC=1C(=C(C(=O)NC2=C(C=C(C=C2C(F)(F)F)C(C(F)(F)F)(C(F)(F)F)F)C(F)(F)F)C=CC1)F